tert-butyl N-[1-(4-aminophenyl)-4-piperidyl]carbamate NC1=CC=C(C=C1)N1CCC(CC1)NC(OC(C)(C)C)=O